C(CCCCCCCCCC\C=C\C)OC(C(=C)F)=O.CS(=O)[O-].[Na+] Sodium methyl-sulfinate (E)-tetradec-12-en-1-yl-2-fluoroacrylate